CC1(OCCCO1)C 2,2-dimethyl-1,3-dioxan